7-chloro-2-methoxy-8-(1-methoxyethyl)-1,5-naphthyridine ClC1=CN=C2C=CC(=NC2=C1C(C)OC)OC